O1CCN(CC1)C1=CC=C2N=C3C(C4=C(C(C3=NC2=C1C(F)(F)F)=O)N=CC=C4)=O 9-morpholino-10-(trifluoromethyl)pyrido[2,3-b]phenazine-5,12-dione